C1(C=CC=C1)[Ti](C1=C(C=CC=C1F)F)(C1=C(C=CC=C1F)F)(C1=CC(=CC=C1F)F)(C1=CC(=CC=C1F)F)C1C=CC=C1 dicyclopentadienyl-bis-(3,6-difluorobenzene-1-yl)bis-(2,6-difluorobenzene-yl)titanium